O1COC2=C1C=CC(=C2)C[C@H](C=O)C |r| (+-)-3-(1,3-Benzodioxol-5-yl)-2-methylpropanaldehyde